2-{[(1S)-1-(4-Chlorophenyl)ethyl]amino}-8-ethylpyrido[2,3-d]pyrimidin-7(8H)-on ClC1=CC=C(C=C1)[C@H](C)NC=1N=CC2=C(N1)N(C(C=C2)=O)CC